P(O)(O)(=S)O[C@H]1[C@H]([C@@H](O[C@@H]1CO)N1C(=O)N=C(N)C(=C1)C)O 5-methylcytidine-3'-phosphorothioate